C(N1[C@H]2C=3N([C@@H](C4=C(C1=O)C=CC=C4C#CC)C2)C2=C(N3)C=CC(=C2)C=2C=NC(=NC2)C2(NCCC2)C)([2H])([2H])[2H] (7R,14R)-6-(methyl-d3)-11-(2-(2-methylpyrrolidin-2-yl)pyrimidin-5-yl)-1-(prop-1-yn-1-yl)-6,7-dihydro-7,14-methanobenzo[f]benzo[4,5]imidazo[1,2-a][1,4]diazocin-5(14H)-one